ClC=1SC(=CC1C[C@H](C(=O)OCC)NS(=O)(=O)C1=CC=C(C=C1)OC(F)(F)F)Cl ethyl (R)-3-(2,5-dichlorothiophen-3-yl)-2-((4-(trifluoromethoxy)phenyl)sulfonamido)propanoate